FC1(CC(C(NC1)=O)CC=1C=CC=2N(N1)C=C(N2)C([C@@H](CC)C2=CC=C(C=C2)F)NC(=O)C2=CC=NN2CC)F N-((2S)-1-(6-((5,5-difluoro-2-oxopiperidin-3-yl)methyl)imidazo[1,2-b]pyridazin-2-yl)-2-(4-fluorophenyl)butyl)-1-ethyl-1H-pyrazole-5-carboxamide